3,5-Dimethyl-6-(2-((2-(4-(trifluoromethoxy)phenyl)-1H-benzo[d]imidazol-1-yl)methyl)phenoxy)hexanoic acid CC(CC(=O)O)CC(COC1=C(C=CC=C1)CN1C(=NC2=C1C=CC=C2)C2=CC=C(C=C2)OC(F)(F)F)C